OCCCN 1-Hydroxy-3-aminopropan